ClC=1C=C2C=NC(=NC2=CC1[C@@H]1[C@H](CN(CC1)C1CC(CC1)C#N)F)NC=1C=NN(C1Cl)C1CC1 3-((3R,4R)-4-(6-chloro-2-((5-chloro-1-cyclopropyl-1H-pyrazol-4-yl)amino)quinazolin-7-yl)-3-fluoropiperidin-1-yl)cyclopentane-1-carbonitrile